(5S,7S)-7-fluoro-5-phenyl-2-(pyrazol-1-ylmethylsulfonyl)-6,7-dihydro-5H-pyrrolo[1,2-b][1,2,4]triazole F[C@H]1C[C@H](N2N=C(N=C21)S(=O)(=O)CN2N=CC=C2)C2=CC=CC=C2